5-(2-(Boc)-2-azaspiro[3.3]hept-6-yl)-2-(7,8-dimethyl-[1,2,4]triazolo[1,5-a]pyridin-6-yl)-3-isopropyl-1H-pyrrolo[3,2-b]pyridine-1-carboxylic acid tert-butyl ester C(C)(C)(C)OC(=O)N1C(=C(C2=NC(=CC=C21)C2CC1(CN(C1)C(=O)OC(C)(C)C)C2)C(C)C)C=2C(=C(C=1N(C2)N=CN1)C)C